C(C)(C)(C)C=1C(=NC=NC1)OCC(=O)NC1=CC=C(C=C1)NC(C)=O 2-((5-(tert-butyl)pyrimidin-4-yl)oxy)-N-(4-(acetamido)phenyl)acetamide